3-(methoxylsilyl)-propanesulfonic acid O(C)[SiH2]CCCS(=O)(=O)O